5-(4-(aminomethyl)piperidin-1-yl)-1-(2,6-bis(benzyloxy)pyridin-3-yl)-3-methyl-1H-benzo[d]imidazol-2(3H)-one NCC1CCN(CC1)C1=CC2=C(N(C(N2C)=O)C=2C(=NC(=CC2)OCC2=CC=CC=C2)OCC2=CC=CC=C2)C=C1